N1(CCNCC1)C1CN(C1)C(=O)OC(C)(C)C tert-butyl 3-piperazin-1-ylazetidine-1-carboxylate